3,9-di(10H-phenothiazin-10-yl)-7H-benzo[de]anthracen-7-one C1=CC=CC=2SC3=CC=CC=C3N(C12)C=1C=CC2=C3C1C=CC=C3C(C=3C=C(C=CC23)N2C3=CC=CC=C3SC=3C=CC=CC23)=O